C(C)(C)(C)OC(=O)N1CCN(CC1)C1=C(N(C=2N(C1=O)N=C(N2)C=2CCOCC2)CC(=O)O)CC 2-(6-(4-(tert-butoxycarbonyl)piperazin-1-yl)-2-(3,6-dihydro-2H-pyran-4-yl)-5-ethyl-7-oxo-[1,2,4]triazolo[1,5-a]pyrimidin-4(7H)-yl)acetic acid